FC1=CC2=C(SC(=C2CCNC2=CC(=NC=N2)C2=CC(=C(C(=O)NCCO)C=C2)CCC)C)C(=C1)C 4-{6-[2-(5-Fluoro-2,7-dimethyl-benzo[b]thiophen-3-yl)-ethylamino]-pyrimidin-4-yl}-N-(2-hydroxy-ethyl)-2-propylbenzamide